The molecule is an organophosphate oxoanion obtained by deprotonation of the phosphate and triphosphate OH groups of pppGp(2'->5')A; major species at pH 7.3. C1=NC(=C2C(=N1)N(C=N2)[C@H]3[C@@H]([C@@H]([C@H](O3)COP(=O)([O-])O[C@@H]4[C@@H]([C@H](O[C@H]4N5C=NC6=C5N=C(NC6=O)N)COP(=O)([O-])OP(=O)([O-])OP(=O)([O-])[O-])O)O)O)N